5-(2-bromo-5-(trifluoromethoxy)phenyl)-1,3,4-oxadiazole-2-carboxylic acid ethyl ester C(C)OC(=O)C=1OC(=NN1)C1=C(C=CC(=C1)OC(F)(F)F)Br